((4-((S)-2-(4-chloro-2-fluorophenyl)-2-methylbenzo[d][1,3]dioxol-4-yl)piperidin-1-yl)methyl)-3-(((S)-oxetan-2-yl)methyl)-3H-imidazo[4,5-c]pyridine-6-carboxylic acid ethyl ester C(C)OC(=O)C1=CC2=C(C=N1)N(C(=N2)CN2CCC(CC2)C2=CC=CC=1O[C@](OC12)(C)C1=C(C=C(C=C1)Cl)F)C[C@H]1OCC1